2-chloro-6-(3-cyclopropylphenoxy)-N-[2-(2,4-dichlorophenyl)-2-fluoro-ethyl]pyrazolo[1,5-a]pyrimidine-7-carboxamide ClC1=NN2C(N=CC(=C2C(=O)NCC(F)C2=C(C=C(C=C2)Cl)Cl)OC2=CC(=CC=C2)C2CC2)=C1